N-(5-phenylthiazol-2-yl)-1,2,3,4-tetrahydroquinoline-6-carboxamide C1(=CC=CC=C1)C1=CN=C(S1)NC(=O)C=1C=C2CCCNC2=CC1